4-(4-(4-fluorobenzyl)piperazin-1-yl)-6-(1H-pyrrolo[2,3-b]pyridin-3-yl)quinazoline FC1=CC=C(CN2CCN(CC2)C2=NC=NC3=CC=C(C=C23)C2=CNC3=NC=CC=C32)C=C1